methyl (Z)-hexadeca-9,15-dienoate C(CCCCCCC\C=C/CCCCC=C)(=O)OC